7-amino-N-(2-{4-amino-7-oxa-2-azaspiro[4.5]decan-2-yl}-3-fluoro-5,6,7,8-tetrahydroquinolin-6-yl)-3-methylthieno[2,3-b]pyrazine-6-carboxamide NC1=C(SC2=NC(=CN=C21)C)C(=O)NC2CC=1C=C(C(=NC1CC2)N2CC1(C(C2)N)COCCC1)F